5-methyl-3-((tetrahydrofuran-2-yl)oxy)isoxazole CC1=CC(=NO1)OC1OCCC1